N-(4-((4-Fluorobenzyl)amino)phenyl)heptanamid FC1=CC=C(CNC2=CC=C(C=C2)NC(CCCCCC)=O)C=C1